1-(endo-3-((7-Methoxy-4-((3-methyl-4-((1-methyl-1H-benzo[d]imidazol-5-yl)oxy)phenyl)amino)quinazolin-6-yl)oxy)-8-azabicyclo[3.2.1]octan-8-yl)prop-2-en-1-one COC1=C(C=C2C(=NC=NC2=C1)NC1=CC(=C(C=C1)OC1=CC2=C(N(C=N2)C)C=C1)C)OC1CC2CCC(C1)N2C(C=C)=O